(Z)-[(cyclopropylmethoxy)imino][6-(difluoromethoxy)-2,3-difluorophenyl]methyl-2-phenylacetamide C1(CC1)CO\N=N/C(C(C1=CC=CC=C1)CC1=C(C(=CC=C1OC(F)F)F)F)=O